BrC=1C=CC=C2C=C(C=C(C12)C=O)OCOC 8-bromo-3-(methoxymethoxy)-1-naphthaldehyde